methyl 3-(9-((4-(aminomethyl)-2,6-dimethylphenyl)carbamoyl)-4,5-dihydrobenzo[b]thieno[2,3-d]oxepin-8-yl)-6-((3-(hydroxymethyl)cyclobutyl)carbamoyl)picolinate NCC1=CC(=C(C(=C1)C)NC(=O)C1=CC2=C(OCCC3=C2SC=C3)C=C1C=1C(=NC(=CC1)C(NC1CC(C1)CO)=O)C(=O)OC)C